N-(5-Chloro-6-(1H-imidazol-2-yl)pyridin-3-yl)-1-(isochinolin-4-yl)-5-(trifluoromethyl)-1H-pyrazol-4-carboxamid ClC=1C=C(C=NC1C=1NC=CN1)NC(=O)C=1C=NN(C1C(F)(F)F)C1=CN=CC2=CC=CC=C12